C1(=CC=CC=C1)C(CC(C)=O)=O.C1(=CC=CC=C1)C(CC(C)=O)=O.C1(=CC=CC=C1)C(CC(C)=O)=O.[Fe] iron tris(1-phenyl-1,3-butanedione)